(1R)-9-(5-fluoropyridin-2-yl)-1-methyl-N-(1-methylcyclopropyl)-4-[(1-methylpyrazol-4-yl)methyl]-5-oxo-1H,2H-imidazo[1,2-a]quinazoline-7-sulfonamide FC=1C=CC(=NC1)C=1C=C(C=C2C(N(C=3N(C12)[C@@H](CN3)C)CC=3C=NN(C3)C)=O)S(=O)(=O)NC3(CC3)C